C(C)N1C(SC2=C1C=CC(=C2)S(=O)(=O)O)=NN=C2SC1=C(N2CC)C=CC(=C1)S(=O)(=O)O 3-ethyl-2-[(3-ethyl-6-sulfo-1,3-benzothiazol-2-ylidene)hydrazinylidene]-1,3-benzothiazole-6-sulfonic acid